ClC=1C(=C(CNC(CN(C(CN2N=C(C3=CC(=CC=C23)NC(=O)NC2CC2)C(=O)N)=O)C(C)C)=O)C=CC1)F 1-(2-((2-((3-chloro-2-fluorobenzyl)amino)-2-oxoethyl)(isopropyl)amino)-2-oxoethyl)-5-(3-cyclopropylureido)-1H-indazole-3-carboxamide